C(#N)CCN1CC(C1)COC1=CC=2N(C=C1)C(=CN2)C2=CC(=C(C(=O)NC1CC1)C(=C2)OC)OC(F)F 4-[7-[[1-(2-cyanoethyl)azetidin-3-yl]methoxy]imidazo[1,2-a]pyridin-3-yl]-N-cyclopropyl-2-(difluoromethoxy)-6-methoxy-benzamide